CN[C@@H]1[C@H](CC[C@@H](C1)C1=CC(=CC=C1)C(F)(F)F)NC(OC(C)(C)C)=O tert-butyl ((1S,2S,4S)-2-(methylamino)-4-(3-(trifluoromethyl)phenyl)cyclohexyl)carbamate